P(=O)(O)(O)O[C@@H](C(=O)[O-])[C@@H](O)[C@H](O)[C@H](O)CO phospho-gluconate